(S)-5-chloro-2-(4-(2-methoxyethyl)-2-methylpiperazin-1-yl)pyridin-4-amine ClC=1C(=CC(=NC1)N1[C@H](CN(CC1)CCOC)C)N